Cl.C[C@@H]1CC2=NN3C(C(N(C[C@H]3C)C(C)C=3C=CC(=NC3)C(=O)OC)=O)=C2CN1 Methyl 5-(1-((3R,7R)-3,7-dimethyl-10-oxo-1,3,4,7,8,10-hexahydropyrido[4',3':3,4]pyrazolo[1,5-a]pyrazin-9(2H)-yl)ethyl)picolinate hydrochloride salt